t-Butyl-Tosyl chloride C(C)(C)(C)C1=C(S(=O)(=O)Cl)C=CC(=C1)C